ClC=1C=C(C=CC1)[C@H](C(=O)N1CC2=C(N=C(NC2=O)C2(CC2)C2=CC=C(C#N)C=C2)CC1)O (R)-4-(1-(6-(2-(3-chlorophenyl)-2-hydroxyacetyl)-4-oxo-3,4,5,6,7,8-hexahydropyrido[4,3-d]pyrimidin-2-yl)cyclopropyl)benzonitrile